BrCCOC(F)F 1-bromo-2-(difluoromethoxy)ethane